(R)-1-(oxetan-2-ylmethyl)-6-(2-(2-(trifluoromethyl)pyridin-4-yl)-2,6-diazaspiro[3.4]octan-6-yl)-1H-pyrazolo[3,4-b]pyrazine O1[C@H](CC1)CN1N=CC=2C1=NC(=CN2)N2CC1(CN(C1)C1=CC(=NC=C1)C(F)(F)F)CC2